FC(C=1C=C(C=NC1)C(=O)NC1=C(N=NS1)C(=O)OCC)(F)F ethyl 5-[5-(trifluoromethyl)pyridine-3-amido]-1,2,3-thiadiazole-4-carboxylate